C(C)OC(=O)C1=C(C(=NN1C)C1=CC=C(C=C1)C#N)Cl 4-chloro-3-(4-cyanophenyl)-1-methyl-1H-pyrazole-5-carboxylic acid ethyl ester